CNC1=C(C=C(C=C1)SC(F)(F)F)[N+](=O)[O-] N-methyl-2-nitro-4-[(trifluoromethyl)thio]aniline